(S)-N1,N5-bis(2-(1-(17-((4-(adamantan-1-ylamino)-6-(4-methylpiperidin-1-yl)-1,3,5-triazin-2-yl)oxy)-3,6,9,12,15-pentaoxaheptadecyl)-1H-1,2,3-triazol-4-yl)ethyl)-2-aminopentanediamide C12(CC3CC(CC(C1)C3)C2)NC2=NC(=NC(=N2)N2CCC(CC2)C)OCCOCCOCCOCCOCCOCCN2N=NC(=C2)CCNC([C@H](CCC(=O)NCCC=2N=NN(C2)CCOCCOCCOCCOCCOCCOC2=NC(=NC(=N2)NC23CC1CC(CC(C2)C1)C3)N3CCC(CC3)C)N)=O